NC=1C(=NC(=CC1)C1=CC=CC=C1)NC=1C=CC(=NC1C)NC(=O)C1CCC(CC1)(C(=O)OC)C methyl 4-((5-((3-amino-6-phenylpyridin-2-yl)amino)-6-methylpyridin-2-yl)carbamoyl)-1-methylcyclohexane-1-carboxylate